Tert-butyl 4-(5-(1-methyl-1H-pyrazol-5-yl)pyridin-2-yl)piperazine-1-carboxylate CN1N=CC=C1C=1C=CC(=NC1)N1CCN(CC1)C(=O)OC(C)(C)C